2-cyano-3-(4-hydroxy-3,5-diisopropyl-phenyl)-N-(3-phenylpropyl)acrylamide C(#N)C(C(=O)NCCCC1=CC=CC=C1)=CC1=CC(=C(C(=C1)C(C)C)O)C(C)C